BrC=1C(=NC(=NC1)NC1CCOCC1)C1=CC=C2CN(C(C2=C1)=O)CC(=O)N[C@H](CO)C1=CC(=CC=C1)OC 2-(6-{5-bromo-2-[(oxan-4-yl)amino]pyrimidin-4-yl}-1-oxo-2,3-dihydro-1H-isoindol-2-yl)-N-[(1S)-2-hydroxy-1-(3-methoxyphenyl)ethyl]acetamide